cyclobutylmethylglycine C1(CCC1)CNCC(=O)O